4-(2-chloroethyl)fluorobenzene ClCCC1=CC=C(C=C1)F